2'-(methylthio)-2,3,5',8'-tetrahydro-3'H-spiro[indene-1,7'-quinazolin]-4'(6'H)-one CSC1=NC=2CC3(CCC2C(N1)=O)CCC1=CC=CC=C13